BrC1=CC=CC2=NON=C21 bromobenzo[c][1,2,5]oxadiazole